2-((5-bromo-2-((4-((4-(3-((2,6-dioxopiperidin-3-yl)amino)benzyl)piperazin-1-yl)sulfonyl)-2-methylphenyl)amino)pyrimidin-4-yl)amino)-6-fluorobenzamide BrC=1C(=NC(=NC1)NC1=C(C=C(C=C1)S(=O)(=O)N1CCN(CC1)CC1=CC(=CC=C1)NC1C(NC(CC1)=O)=O)C)NC1=C(C(=O)N)C(=CC=C1)F